(4-amino-3-(difluoromethyl)-1H-pyrazol-1-yl)cyclohexanol NC=1C(=NN(C1)C1(CCCCC1)O)C(F)F